NCCCCN(CCCCCCCCCC(=O)OC(CC)CC)CCCCC(=O)OC(CCCCCCCC)CCCCCCCC Pentan-3-yl 10-((4-aminobutyl)(5-(heptadecan-9-yloxy)-5-oxopentyl)amino)decanoate